2,3-dihydro-3,3-dimethyl-4-tert-butylthiazine CC1(NSC=CC1C(C)(C)C)C